COC=O.N1N=CC2=CC=CC=C12 azaindole methyl-formate